NC1=CC(=C(C(=C1)F)N1C(CCC1)=O)F 1-(4-amino-2,6-difluorophenyl)pyrrolidin-2-one